FC=1C=C(C=CC1)C=1C=C2C=C(C(OC2=C(C1)[N+](=O)[O-])=O)C#N 6-(3-fluorophenyl)-8-nitro-2-oxo-2H-chromene-3-carbonitrile